C1(=CC=CC=C1)C(C(=O)O)C1=CC=CC=C1 diphenylacetic acid